ClC1=C(C=NC(=C1)Cl)C(=O)NC 4,6-Dichloro-N-methyl-pyridine-3-carboxamide